7-bromo-2,3,4,5-tetrahydro-2-benzazepine BrC=1C=CC2=C(CCCNC2)C1